C(C)(=O)N1CCC(CC1)NC(=O)C1=NNC2=CC(=CC=C12)C=1C=NC(=C(C1)C(NCC1=C(C=CC=C1)OC(F)(F)F)=O)OC N-(1-acetylpiperidin-4-yl)-6-[6-methoxy-5-({[2-(trifluoromethoxy)phenyl]methyl}carbamoyl)pyridin-3-yl]-1H-indazole-3-carboxamide